1-((8-((2,2'-dimethyl-3'-(3-morpholinopropoxy)-[1,1'-biphenyl]-3-yl)amino)-1,7-naphthyridin-3-yl)methyl)pyrrolidine-3-acetic acid CC1=C(C=CC=C1NC=1N=CC=C2C=C(C=NC12)CN1CC(CC1)CC(=O)O)C1=C(C(=CC=C1)OCCCN1CCOCC1)C